FC=1C=C2C=C(N(C2=CC1F)CCOCCOCCOCCO)C(=O)N1CCN(CC1)C(=O)OC(C)(C)C Tert-Butyl 4-{[5,6-difluoro-1-(2-{2-[2-(2-hydroxyethoxy)ethoxy]ethoxy}ethyl)-1H-indol-2-yl]carbonyl}-piperazine-1-carboxylate